FC1=CC=C(C=N1)C1=CN=C2SC(=NN21)C2=CC=C(C=C2)C(=O)N2CCN(CC2)C (4-(5-(6-fluoropyridin-3-yl)imidazo[2,1-b][1,3,4]thiadiazol-2-yl)phenyl)(4-methylpiperazin-1-yl)methanone